N(N)C(OC)=S O-methyl hydrazine-carbothioate